ClC1=CC(=C(COC2=CC=CC(=N2)C2=CCN(CC2)CC2=NC3=C(N2C[C@H]2OCC2)C=C(C=C3)C3=NOC(N3)=O)C=C1)F (S)-3-(2-((4-(6-(4-chloro-2-fluorobenzyloxy)pyridin-2-yl)-5,6-dihydropyridin-1(2H)-yl)methyl)-1-(oxetan-2-ylmethyl)-1H-benzo[d]imidazol-6-yl)-1,2,4-oxadiazol-5(4H)-one